BrC=1C(=C(C(=O)NN)C=CC1)Cl 3-bromo-2-chloro-benzohydrazide